(3-chloro-4-(trifluoromethyl)phenyl)(4-(5-(2-(methylsulfonyl)ethylamino)isoxazol-3-yl)piperidin-1-yl)methanone ClC=1C=C(C=CC1C(F)(F)F)C(=O)N1CCC(CC1)C1=NOC(=C1)NCCS(=O)(=O)C